N-tert-butyl-6-(3-cyano-5-fluoro-anilino)-3-methoxy-pyridine C(C)(C)(C)N1CC(=CC=C1NC1=CC(=CC(=C1)F)C#N)OC